N-[[4-[5-amino-4-cyano-1-(4,4-difluoro-1-methyl-pyrrolidin-3-yl)pyrazol-3-yl]phenyl]methyl]-5-fluoro-2-methoxy-benzamide NC1=C(C(=NN1C1CN(CC1(F)F)C)C1=CC=C(C=C1)CNC(C1=C(C=CC(=C1)F)OC)=O)C#N